COC=CC(=O)C1C(CNCC1)O 4-methoxyAcrylpiperidin-3-ol